COC=1C(=C(C=CC1)C(=O)N1[C@H]2CC=3C(=NN(C3C3=CC(=NN3C)C(F)(F)F)C)[C@@H]1CC2)C (3-Methoxy-2-methylphenyl)((5R,8S)-2-methyl-3-(1-methyl-3-(trifluoromethyl)-1H-pyrazol-5-yl)-2,4,5,6,7,8-hexahydro-5,8-epiminocyclohepta[c]pyrazol-9-yl)methanone